3-(azidomethyl)-5-methyl-1H-indole N(=[N+]=[N-])CC1=CNC2=CC=C(C=C12)C